ClC=1C(=NC(=NC1)NC(C)C)C1=CC=C2CN(C(C2=C1)=O)CC(=O)N[C@H](C)C1=CC(=CC=C1)OC 2-(6-{5-chloro-2-[(prop-2-yl)amino]pyrimidin-4-yl}-1-oxo-2,3-dihydro-1H-isoindol-2-yl)-N-[(1R)-1-(3-methoxyphenyl)ethyl]acetamide